OC1=CC=C(C=C1)C(C=CC1=CC(=C(C=C1)OCCCCC)OC)=O 1-(4-Hydroxyphenyl)-3-[3-methoxy-4-(pentyloxy)phenyl]prop-2-en-1-one